C(C)(=O)N1C(C2=CC=C(C=C2C1)S(=O)(=O)CC)C(=O)NC1=CC=C(C=C1)C(C(F)(F)F)(C(F)(F)F)O 2-Acetyl-5-(ethylsulfonyl)-N-[4-(1,1,1,3,3,3-hexafluoro-2-hydroxypropan-2-yl)phenyl]-2,3-dihydro-1H-isoindol-1-carboxamid